phenyl-2,6-dimethyl-1,4-dihydropyridine-3,5-dicarboxylic acid ethyl ester C(C)OC(=O)C1=C(N(C(=C(C1)C(=O)O)C)C1=CC=CC=C1)C